CC1=NC2=CC=C(C=C2N=C1C)N 2,3-dimethylquinoxalin-6-amine